NCC1C(CN(C1)C1=C(C=NC=2NC3=C(C=C(C=C3C21)F)NC)C=2C=NC(=NC2)OC)(F)F 4-[4-(Aminomethyl)-3,3-difluoropyrrolidin-1-yl]-6-fluoro-3-(2-methoxypyrimidin-5-yl)-N-methyl-9H-pyrido[2,3-b]indol-8-amin